[2-hydroxy-3-[(1-oxoallyl)oxy]propyl]trimethylammonium chloride [Cl-].OC(C[N+](C)(C)C)COC(C=C)=O